4,4'-dimethoxy-2,2'-biphenol COC=1C=C(C(=CC1)O)C=1C(=CC=C(C1)OC)O